6-((4-((2-hydroxy-1-phenylethyl)amino)-5-(3-(quinuclidin-4-yl)-1,2,4-oxadiazol-5-yl)pyrimidin-2-yl)amino)-1-methyl-1,2-dihydro-3H-indazol-3-one OCC(C1=CC=CC=C1)NC1=NC(=NC=C1C1=NC(=NO1)C12CCN(CC1)CC2)NC2=CC=C1C(NN(C1=C2)C)=O